ClC=1C=C(C=C(C1F)Cl)C1(CC(=NO1)C1=CC=C(C2=C1SC=C2)C(=O)NCC2=NC=CC=N2)C(F)(F)F 7-[5-(3,5-dichloro-4-fluorophenyl)-4,5-dihydro-5-(trifluoromethyl)-3-isoxazolyl]-N-(2-pyrimidinylmethyl)benzo[b]thiophene-4-carboxamide